5-(2-aminobenzo[d]thiazol-6-yl)-2-methoxy-N-(2-(trifluoromethoxy)benzyl)nicotinamide NC=1SC2=C(N1)C=CC(=C2)C=2C=NC(=C(C(=O)NCC1=C(C=CC=C1)OC(F)(F)F)C2)OC